7-ethyl-6-(2-methylpiperazin-1-yl)-3-(methylthio)pyrido[3,2-e][1,2,4]triazin-5(8H)-one trifluoroacetate FC(C(=O)O)(F)F.C(C)C1=C(C(C=2N=C(N=NC2N1)SC)=O)N1C(CNCC1)C